1,2-Bis(3-methacryloxy-2-hydroxypropyloxy)ethane C(C(=C)C)(=O)OCC(COCCOCC(COC(C(=C)C)=O)O)O